9-(4-bromophenyl)adenine BrC1=CC=C(C=C1)N1C2=NC=NC(=C2N=C1)N